3-(2-(pyridine-2-yloxy)ethyl)urea N1=C(C=CC=C1)OCCNC(N)=O